C(C)N1C2=CC=CC=C2C=2C=C(C=CC12)C(=O)NCC1=CC=C(C=C1)S(=O)(=O)CCC 9-ethyl-N-(4-(propylsulfonyl)benzyl)-9H-carbazole-3-carboxamide